CO[C@H]1C[C@H](NC1)C(=O)[O-] (2s,4s)-4-methoxypyrrolidine-2-carboxylate